CS(=O)(=O)NCC=1C=C(C=CC1)B(O)O 3-(methanesulfonamidomethyl)phenylboronic acid